CCCCCCCCCCCCCCCCCC(=O)OC[C@H](COP(=O)(O)O)OC(=O)CCCCCCCCCCCCCCCCC The molecule is a 1-acyl-2-octadecanoyl-sn-glycerol-3-phosphate in which the 1-acyl group is also octadecanoyl. It is a 1-acyl-2-octadecanoyl-sn-glycero-3-phosphate and a phosphatidic acid. It is a conjugate acid of a 1,2-dioctadecanoyl-sn-glycerol-3-phosphate(2-).